CN(C(=O)C1=CNC(C=C1)=O)C N,N-dimethyl-6-oxo-1,6-dihydropyridine-3-carboxamide